methyl hex-5-ynoate C(CCCC#C)(=O)OC